COC1=C(C=CC(=C1)NC(C)=O)C1=CC=CC=C1 2-methoxy-4-acetylamino-1,1'-biphenyl